3-amino-N-[4-[2-(methoxymethyl)phenyl]-6-(2-methylphenoxy)pyrimidin-2-yl]benzenesulfonamide NC=1C=C(C=CC1)S(=O)(=O)NC1=NC(=CC(=N1)C1=C(C=CC=C1)COC)OC1=C(C=CC=C1)C